2-((6-cyclopropyl-8-(3-hydroxy-1-methylazetidin-3-yl)imidazo[1,2-a]pyridin-2-yl)methyl)isoindoline-1,3-dione C1(CC1)C=1C=C(C=2N(C1)C=C(N2)CN2C(C1=CC=CC=C1C2=O)=O)C2(CN(C2)C)O